((S)-5H-imidazo[5,1-a]isoindol-5-yl)-2-methyl-4,5,6,7-tetrahydro-2H-indazol-4-ol C=1N=CN2C1C1=CC=CC=C1[C@H]2C=2N(N=C1CCCC(C21)O)C